(3-Iodopropyl)trimethoxysilane ICCC[Si](OC)(OC)OC